2,4,6-tri(9-carbazolyl)-3,5-difluorobenzonitrile C1=CC=CC=2C3=CC=CC=C3N(C12)C1=C(C#N)C(=C(C(=C1F)N1C2=CC=CC=C2C=2C=CC=CC12)F)N1C2=CC=CC=C2C=2C=CC=CC12